CN(C(OC(C)(C)C)=O)C1=C2C=CN=C(C2=CC=C1)C tert-Butyl methyl(1-methylisoquinolin-5-yl)carbamate